C(C=C)OC1=CC(=CC(=C1)OCC=C)OCC=C 1,3,5-tris(allyloxy)benzene